FC(C(NC1=CC=C(C=C1)C=1N(C2=NC=NC(=C2C1)N1CCOCC1)COCC[Si](C)(C)C)C1CCN(CC1)C(=O)OC(C)(C)C)(F)F tert-butyl 4-{2,2,2-trifluoro-1-[p-(4-morpholino-1-{[2-(trimethylsilyl)ethoxy]methyl}-1H-1,5,7-triazainden-2-yl)phenylamino]ethyl}-1-piperidinecarboxylate